(1-(4-(3-(2-methyl-1,2,3,4-tetrahydroisoquinolin-6-yl)-1H-pyrrolo[2,3-b]pyridin-5-yl)benzyl)piperidin-3-yl)methanol CN1CC2=CC=C(C=C2CC1)C1=CNC2=NC=C(C=C21)C2=CC=C(CN1CC(CCC1)CO)C=C2